2-(4-(((6-(cyclopropyl(4-(trifluoromethyl)benzyl)amino)-5-fluoropyrimidin-4-yl)amino)methyl)piperidin-1-yl)acetamide C1(CC1)N(C1=C(C(=NC=N1)NCC1CCN(CC1)CC(=O)N)F)CC1=CC=C(C=C1)C(F)(F)F